C(C)C1=C(OC(C(=O)OCC)(C)C)C(=CC(=C1)CN1CCN(CC1)CC1=CC=C(C=C1)C(F)(F)F)CC Ethyl 2-(2,6-diethyl-4-((4-(4-(trifluoromethyl) benzyl) piperazin-1-yl) methyl) phenoxy)-2-methylpropionate